C[SiH](O[Si](C)(C)C)Br tetramethyl-3-bromodisiloxane